C(C)(C)(C)OC(=O)N1CCC(CC1)CN1CCN(CCC1)C1=CC=C(C=N1)B(O)O [6-[4-[(1-tert-butoxycarbonyl-4-piperidinyl)methyl]-1,4-diazepan-1-yl]-3-pyridinyl]boronic acid